2-(9-fluorenyl)-4-tert-butyl-6-tritylphenoxytitanium dichloride [Cl-].[Cl-].C1=CC=CC=2C3=CC=CC=C3C(C12)C1=C(O[Ti+2])C(=CC(=C1)C(C)(C)C)C(C1=CC=CC=C1)(C1=CC=CC=C1)C1=CC=CC=C1